NC=1C(=NON1)C=1N(C2=C(C=NC(=C2)OC=2C=C(C=CC2)NC(C2=CC=C(C=C2)OCCN2CCOCC2)=O)N1)CC N-[3-[[2-(4-amino-1,2,5-oxadiazole-3-yl)-1-ethyl-1H-imidazo[4,5-c]pyridine-6-yl]oxy]phenyl]-4-[2-(4-morpholinyl)ethoxy]benzamide